O=C1NCC2=C(C=CC=C12)N1C(NC(CC1)=O)=O 1-(1-Oxoisoindolin-4-yl)dihydropyrimidine-2,4(1H,3H)-dione